pyridine-2,3,5,6-tetracarboxylic acid N1=C(C(=CC(=C1C(=O)O)C(=O)O)C(=O)O)C(=O)O